FC1=CC=C(C=C1)CC(C(=O)OC)CC(=O)OC(C)(C)C O4-tert-butyl O1-methyl 2-[(4-fluorophenyl)methyl]butanedioate